2,6-dimethyl-2,4,6-octatriene CC(C)=CC=CC(=CC)C